4,6-dichloro-N-(1-hydroxy-2-methylprop-2-yl)pyridazine-3-carboxamide ClC1=C(N=NC(=C1)Cl)C(=O)NC(CO)(C)C